C1(=CC=CC=C1)C=1N(C=CN1)CCC(=O)O phenyl-1H-imidazol-1-propionic acid